ClC1=NC=C(C(=N1)NC1=C(C=2N=CC=NC2C=C1)C(=O)NC)Cl 6-((2,5-dichloropyrimidin-4-yl)amino)-N-methylquinoxaline-5-carboxamide